OC(CNC(O[C@@H]1CC[C@H](CC1)C(N(C[C@@H]1CC[C@H](CC1)C1=NC(=C(C=C1)OC)C)C1=NC=CC(=C1)C=1N=C(OC1)C1CC1)=O)=O)C trans-4-((4-(2-Cyclopropyloxazol-4-yl)pyridin-2-yl)((trans-4-(5-methoxy-6-methylpyridin-2-yl)cyclohexyl)methyl)carbamoyl)cyclohexyl (2-hydroxypropyl)carbamate